OCC12C3(CCC(C2CCC1)C3)CO bis-(hydroxymethyl)-tricyclo-[5.2.1.02,6]Decane